4-(4-(1-(6-chloro-3-methoxy-2H-indazol-2-yl)ethyl)cyclohexyl)-6-fluoroquinoline ClC=1C=CC2=C(N(N=C2C1)C(C)C1CCC(CC1)C1=CC=NC2=CC=C(C=C12)F)OC